(4-amino-2-(((S)-pent-2-yl)oxy)imidazo[2,1-f][1,2,4]Triazin-7-yl)(piperidin-4-yl)methanol NC1=NC(=NN2C1=NC=C2C(O)C2CCNCC2)O[C@@H](C)CCC